3-methoxy-2,6-dimethylaniline COC=1C(=C(N)C(=CC1)C)C